C(C)N(C(C1=C(C=CC(=C1)F)N1C=C(C=2C1=CN=CC2)C2CN(CCC2)CC2=CC1=C(N(C(N1)=O)CCO)C=C2)=O)C(C)C N-ethyl-5-fluoro-2-(3-(1-((1-(2-hydroxyethyl)-2-oxo-2,3-dihydro-1H-benzo[d]imidazol-5-yl)methyl)piperidin-3-yl)-1H-pyrrolo[2,3-c]pyridin-1-yl)-N-isopropylbenzamide